CC1CCC(N(C1)C(C(=O)O)=O)C1=NC=C(C=C1)C(F)(F)F 2-(5-Methyl-2-(5-(trifluoromethyl)pyridin-2-yl)piperidin-1-yl)-2-oxoacetic acid